(4-(7-(1-methyl-1H-pyrazol-4-yl)-[1,2,4]triazolo[4,3-a]pyridin-5-yl)phenyl)methylamine dihydrochloride Cl.Cl.CN1N=CC(=C1)C1=CC=2N(C(=C1)C1=CC=C(C=C1)CN)C=NN2